BrC=1C(=C(C(=NC1)NC1=CCCC(C1)(C)C)C(=C)C1=CC=CC=C1)F 3-((5-bromo-4-fluoro-3-(1-phenylvinyl)pyridin-2-yl)amino)-5,5-dimethylcyclohex-2-en